(1R,5S)-8-azabicyclo[3.2.1]octane-3,8-dicarboxylic acid 8-(tert-butyl) 3-methyl ester COC(=O)C1C[C@H]2CC[C@@H](C1)N2C(=O)OC(C)(C)C